CC=1C=C(C(=O)NC(CC2=CC=CC=C2)C)C=C(C1)NC1=NN2C(=CC3=C(C2=O)N=CS3)S1 3-Methyl-5-((5-oxo-5H-[1,3,4]thiadiazolo[3,2-a]thiazolo[5,4-d]pyridin-2-yl)amino)-N-(1-phenylpropane-2-yl)benzamide